7'-amino-2',3'-dihydro-1'H-spiro[cyclopropane-1,4'-isoquinoline] NC1=CC=C2C3(CNCC2=C1)CC3